((tetrahydro-2H-pyran-4-yl)amino)-[2,3'-bipyridine]-6-carboxamide O1CCC(CC1)NC=1C(=NC(=CC1)C(=O)N)C=1C=NC=CC1